O=S1(N(CCC1)C=1C(=CC=2N(N1)C(=CN2)C2=NC(=NC=C2F)N[C@H]2CN(CCC2)C(=O)OC(C)(C)C)OC)=O tert-butyl (R)-3-((4-(6-(1,1-dioxidoisothiazolidin-2-yl)-7-methoxyimidazo[1,2-b]pyridazin-3-yl)-5-fluoropyrimidin-2-yl)amino)piperidine-1-carboxylate